3-Methacryloxypropyl-tricarboxysilan C(C(=C)C)(=O)OCCC[Si](C(=O)O)(C(=O)O)C(=O)O